8,16-Dihydroxy-3,11-dipropyl-3,4,11,12-tetrahydro-pyrano[4,3-h]pyrano[4',3':5,6]xantheno[2,1,9,8-klmna]xanthene-1,7,9,15-tetraone OC1=C2C(=C3OC4=CC(C5=C6C4=C4C3=C1C(C=C4OC6=C6C(=C5O)C(OC(C6)CCC)=O)=O)=O)CC(OC2=O)CCC